methyl 4-((2-(2,6-difluoro-4-(methylcarbamoyl)phenyl)-7-methylimidazo[1,2-a]pyridin-3-yl)methyl)azepane-1-carboxylate FC1=C(C(=CC(=C1)C(NC)=O)F)C=1N=C2N(C=CC(=C2)C)C1CC1CCN(CCC1)C(=O)OC